C1(CC1)CN1CC2=CC=CC(=C2C1=O)NC(=O)C1=C2C(=NC=C1)CCC2 N-(2-(cyclopropylmethyl)-3-oxoisoindolin-4-yl)-6,7-dihydro-5H-cyclopenta[b]pyridine-4-carboxamide